FC(C1=CC=NNC1)(F)F 5-(trifluoromethyl)-1,6-dihydropyridazin